C1(CC1)C=1C=C(C=2N(C1)C=C(N2)C(C(F)(F)F)=O)N2C(N(C(C2)=O)C)=O 1-(6-cyclopropyl-2-(2,2,2-trifluoroacetyl)imidazo[1,2-a]pyridin-8-yl)-3-methylimidazolidine-2,4-dione